3-(2,3-Dicarboxyphenyl)-6-[6-[4-(3-oxo-3-phenylprop-1-enyl)phenoxy]hexoxy]phthalic acid C(=O)(O)C1=C(C=CC=C1C(=O)O)C1=C(C(C(=O)O)=C(C=C1)OCCCCCCOC1=CC=C(C=C1)C=CC(C1=CC=CC=C1)=O)C(=O)O